3,5-Dichloro-N-((5-chloro-4-(((ethyl(methyl)amino)methylen)amino)-2-methylphenyl)(methyl)(oxo)-λ6-sulfaneyliden)benzamid ClC=1C=C(C(=O)N=S(=O)(C)C2=C(C=C(C(=C2)Cl)N=CN(C)CC)C)C=C(C1)Cl